[N+](=O)([O-])C=1C=C2C=NN(C2=CC1)S(=O)(=O)C1=CC=CC=C1 5-nitro-1-(benzenesulfonyl)-1H-indazole